N1=CC=C(C=C1)C=1C2=C(C(=NC1)NCC=1C=C(C(=O)NC3=NC=NC=C3)C=CC1)CCO2 3-(((7-(Pyridin-4-yl)-2,3-dihydrofuro[3,2-c]pyridin-4-yl)amino)methyl)-N-(pyrimidin-4-yl)benzamid